COCCOC1=CC=CC(=N1)NC1=C(C(=NN1)C1=CC=C(C=C1)NC(CC1=CC=CC=C1)=O)C(=O)N 5-((6-(2-methoxyethoxy)pyridin-2-yl)amino)-3-(4-(2-phenyl-acetamido)phenyl)-1H-pyrazole-4-carboxamide